ClC=1C=CC(=NC1)[C@@H](C1CCC1)C1N(C(C2=CC=C(C=C12)C(=O)N)=O)C1C(NC(CC1)=O)=O ((S)-(5-chloropyridin-2-yl)(cyclobutyl)methyl)-2-(2,6-dioxopiperidin-3-yl)-1-oxoisoindoline-5-carboxamide